ethyl 2-(bis((phenylmethoxy) carbonyl) amino)-1-methyl-1H-benzo[d]imidazole-5-carboxylate C1(=CC=CC=C1)COC(=O)N(C1=NC2=C(N1C)C=CC(=C2)C(=O)OCC)C(=O)OCC2=CC=CC=C2